((1,4-dioxan-2-yl)methyl)-6-((2-methyl-6-(trifluoromethyl)pyridin-3-yl)sulfonyl)-2,6-diazaspiro[3.3]heptane O1C(COCC1)CC1NCC12CN(C2)S(=O)(=O)C=2C(=NC(=CC2)C(F)(F)F)C